ClC=1C=C2C(=NC1)NN=C2C=2NC(=CC2)F 2-(5-chloro-1H-pyrazolo[3,4-b]pyridin-3-yl)-5-fluoropyrrole